C(C1=CC=CC=C1)N[C@H](CC(=O)O)C(=O)O benzyl-D-aspartic acid